O1CCN(CC1)C1CCC2=C(C(C=3C=CC=CC3C2=O)=O)CC1 8-morpholino-7,8,9,10-tetrahydro-5H-cyclohepta[b]naphthalene-5,11(6H)-dione